3-(5-(((1R,2S)-2-(3-(3-fluorophenoxy)azetidin-1-yl)cyclohexyl)oxy)-1-oxoisoindolin-2-yl)piperidine-2,6-dione FC=1C=C(OC2CN(C2)[C@@H]2[C@@H](CCCC2)OC=2C=C3CN(C(C3=CC2)=O)C2C(NC(CC2)=O)=O)C=CC1